C1(CCC1)CN(S(=O)(=O)C1C2C(=C(C(C1)O2)C2=CC=C(C=C2)O)C2=CC=C(C=C2)O)C2=CC=C(C=C2)OC N-(cyclobutylmethyl)-5,6-bis(4-hydroxyphenyl)-N-(4-methoxyphenyl)-7-oxabicyclo[2.2.1]hept-5-ene-2-sulfonamide